[Si]([O-])([O-])([O-])[O-].[Mn+2].[Sr+2].[Co+2] cobalt strontium manganese silicate